N1CC(=CCC1)C(=O)O 1,2,5,6-tetrahydropyridine-3-carboxylic acid